C(C(C)C)OC#N Isobutyl cyanate